5-((3-bromopropyl)thio)-1-(tert-butyl)-1H-tetrazole BrCCCSC1=NN=NN1C(C)(C)C